3-(1-methyl-7-((R)-2-(trifluoromethyl)piperazin-1-yl)-1H-indazol-3-yl)piperidine-2,6-dione hydrochloride Cl.CN1N=C(C2=CC=CC(=C12)N1[C@H](CNCC1)C(F)(F)F)C1C(NC(CC1)=O)=O